OCCCCCCOC1=CC=C(C(/C=C/C2=CC=CC=C2)=O)C=C1 4'-(6-hydroxyhexyloxy)chalcone